N1=CNC=2CN(C(CC21)C(=O)[O-])C(=O)[O-] 3,4,6,7-tetrahydro-5H-imidazo[4,5-c]pyridine-5,6-dicarboxylate